2-bromo-5-(cyclopropylmethoxy)benzaldehyde BrC1=C(C=O)C=C(C=C1)OCC1CC1